BrC1=CC=C(C2=C(C=CC=C12)C(=O)OC)NC1(CN(C1)C(=O)OC(C)(C)C)C#N tert-butyl 3-((4-bromo-8-(methoxycarbonyl)naphthalen-1-yl)amino)-3-cyanoazetidine-1-carboxylate